[N+](=O)([O-])C=1C=C(C=CC1)S(=O)[O-].[Na+] Sodium 3-nitrobenzene-1-sulfinate